FC(C=1C=NC(=NC1)N1[C@H]2CN([C@@H](C1)C2)C(=O)OC2CC1(CN(C1)CC1=CC=CC=C1)C2)(F)F 2-benzyl-2-azaspiro[3.3]heptan-6-yl (1R,4R)-5-[5-(trifluoromethyl)pyrimidin-2-yl]-2,5-diazabicyclo[2.2.1]heptane-2-carboxylate